(RS)-4-(3,4-dihydro-2H-benzo[b][1,4]thiazin-8-yl)-5-fluoro-2,3-dimethyl-1H-indole-7-carboxamide TFA salt OC(=O)C(F)(F)F.S1C2=C(NCC1)C=CC=C2C2=C1C(=C(NC1=C(C=C2F)C(=O)N)C)C